COC(C1=CC=C(C=C1)C1=NN(C2=CC=CC(=C12)F)C)=O 4-(4-fluoro-1-methyl-1H-indazol-3-yl)benzoic acid methyl ester